6-methoxy-2-(4-(methylcarbamoyl)phenyl)benzo[d]imidazo[2,1-b]thiazole-7-carboxylic acid COC=1C(=CC2=C(N3C(S2)=NC(=C3)C3=CC=C(C=C3)C(NC)=O)C1)C(=O)O